O1CC=CC2=C1CCC=C2 7,8-dihydrobenzopyran